CN1C2CN(C(C1)CC2)C2=NC1=C(N2C(=O)NCCOC2=CC=CC=C2)C=CC=C1 (5-Methyl-2,5-diazabicyclo[2.2.2]octan-2-yl)-N-(2-phenoxyethyl)-1H-benzo[d]imidazole-1-carboxamide